N-(3-aminoadamantan-1-yl)-3-(4-cyanophenyl)propanamide NC12CC3(CC(CC(C1)C3)C2)NC(CCC2=CC=C(C=C2)C#N)=O